Benzyl (1S,5R)-3-(3-(3-(((benzyloxy)carbonyl)oxy)naphthalen-1-yl)-6-chloropyrimido[5,4-c]pyridazin-8-yl)-1-methyl-3,8-diazabicyclo[3.2.1]octane-8-carboxylate C(C1=CC=CC=C1)OC(=O)OC=1C=C(C2=CC=CC=C2C1)C1=CC2=C(N=N1)C(=NC(=N2)Cl)N2C[C@@]1(CC[C@H](C2)N1C(=O)OCC1=CC=CC=C1)C